[12C6]-aniline N[12C]1=[12CH][12CH]=[12CH][12CH]=[12CH]1